CC1=C(C=CC(=C1)C)S(=O)(=O)NC1=CC2=C(OC(=C2C(=O)NC2=CC=CC=C2)C)C2=CC=CC=C12 5-{[(2,4-dimethylphenyl)sulfonyl]amino}-2-methyl-N-phenylnaphtho[1,2-b]furan-3-carboxamide